(2R)-N-[(2S)-2-[(3-chloro-4-fluorophenyl)formamido]propyl]-2,4-dihydroxy-3,3-dimethyl-butanamide ClC=1C=C(C=CC1F)C(=O)N[C@H](CNC([C@@H](C(CO)(C)C)O)=O)C